2-((1r,4R)-4-(difluoromethoxy)cyclohexylamino)-4-((1R,3S)-3-hydroxy-3-methylcyclohexylamino)pyrimidine-5-carboxamide FC(OC1CCC(CC1)NC1=NC=C(C(=N1)N[C@H]1C[C@@](CCC1)(C)O)C(=O)N)F